9,9-bis[3,5-dimethoxy-4-(2-methyl-4-aminophenoxy)phenyl]Fluorene COC=1C=C(C=C(C1OC1=C(C=C(C=C1)N)C)OC)C1(C2=CC=CC=C2C=2C=CC=CC12)C1=CC(=C(C(=C1)OC)OC1=C(C=C(C=C1)N)C)OC